COC(=O)C=1SC(=C(C1)N)CCC(=O)OCC 4-amino-5-(3-ethoxy-3-oxopropyl)-2-thiophenecarboxylic acid methyl ester